C(C)(=O)OC1COC2=C1C=C(C=C2S(=O)(=O)Cl)Cl 5-chloro-7-(chlorosulfonyl)-2,3-dihydro-1-benzofuran-3-yl acetate